C12CN(CC(CC1)N2)C=2C=C1CC[C@H](CC1=CC2C#N)NC(=O)C2=C(C=1C(=NC(=CC1)C)S2)N N-((2R)-6-(3,8-diazabicyclo[3.2.1]octan-3-yl)-7-cyano-1,2,3,4-tetrahydronaphthalen-2-yl)-3-amino-6-methylthieno[2,3-b]pyridine-2-carboxamide